tert-butyl (S)-2-(2-((tert-butyldimethylsilyl)oxy)ethyl)-5-oxopyrrolidine-1-carboxylate [Si](C)(C)(C(C)(C)C)OCC[C@H]1N(C(CC1)=O)C(=O)OC(C)(C)C